1-cyano-4-acetyl-benzene 2-((2-((2-chloropyridin-3-yl)thio)quinolin-6-yl)carbamoyl)-4-methoxypyridin-3-yl-acetate ClC1=NC=CC=C1SC1=NC2=CC=C(C=C2C=C1)NC(=O)C1=NC=CC(=C1CC(=O)O)OC.C(#N)C1=CC=C(C=C1)C(C)=O